The molecule is a member of the class of cyclitols that is valiolone in which the stererocentre at position 5 has been inverted. It has a role as a bacterial metabolite. It is a cyclitol and an alicyclic ketone. C1C(=O)[C@@H]([C@H]([C@@H]([C@@]1(CO)O)O)O)O